CC1(CN(CCN1)C1=CC=C2C(=NN(C2=C1)C)N1C(NC(CC1)=O)=O)C 1-[6-(3,3-dimethylpiperazin-1-yl)-1-methylindazol-3-yl]-1,3-diazinane-2,4-dione